(3-(benzyloxy)-5-(methoxycarbonyl)benzylamino)succinate C(C1=CC=CC=C1)OC=1C=C(CNC(C(=O)[O-])CC(=O)[O-])C=C(C1)C(=O)OC